4-(6-fluorobenzo[d]thiazol-2-yl)aniline ethyl-3-(5-chloro-2-iodo-1H-pyrrolo[3,2-b]pyridin-3-yl)-2-methylpropanoate C(C)OC(C(CC1=C(NC=2C1=NC(=CC2)Cl)I)C)=O.FC2=CC1=C(N=C(S1)C1=CC=C(N)C=C1)C=C2